1-[(3S)-3-methyl-4-{8-[(3-methyl-4-{[1,2,4]triazolo[1,5-a]pyridin-7-ylmethyl}phenyl)amino]pyrimido[5,4-d][1,3]diazin-2-yl}piperazin-1-yl]prop-2-en-1-one C[C@H]1CN(CCN1C=1N=CC2=C(N1)C(=NC=N2)NC2=CC(=C(C=C2)CC2=CC=1N(C=C2)N=CN1)C)C(C=C)=O